7-morpholino-3,4-dihydronaphthalen-1(2H)-one O1CCN(CC1)C1=CC=C2CCCC(C2=C1)=O